BrC(C=1SC(=CC1C(=O)OCC)C(C(F)(F)F)(F)F)Br ethyl 2-(dibromomethyl)-5-(1,1,2,2,2-pentafluoroethyl)thiophene-3-carboxylate